[F-].C(CCC)[NH+]1C=C(C=C1)CCCC 1,3-Dibutylpyrrolium fluorid